rac-(5aR,6S,8R,8aS)-5a-(4-bromophenyl)-3-chloro-8a-hydroxy-6-phenyl-5a,7,8,8a-tetrahydro-6H-cyclopenta[4,5]furo[3,2-b]pyridin-8-yl methanesulfonate CS(=O)(=O)O[C@@H]1C[C@H]([C@]2([C@@]1(C1=NC=C(C=C1O2)Cl)O)C2=CC=C(C=C2)Br)C2=CC=CC=C2 |r|